C1(CCCC1)CSC=1C=2N(C=CC1)C(=NC2)C(C)(C)NC(OC(C)(C)C)=O tert-butyl (2-(8-((cyclopentylmethyl)sulfanyl)imidazo[1,5-a]pyridin-3-yl)propan-2-yl)carbamate